S(C)(=O)(=O)OC1CCN(CC1)C(=O)OC(C)(C)C N-Boc-piperidin-4-yl mesylate